N1(CCOCC1)C1=CC=C(C=C1)/C=C/C(=O)C=1C(=CC2=C(C=CC(O2)(C)C)C1O)OC (E)-3-(4-morpholinylphenyl)-1-(5-hydroxy-7-methoxy-2,2-dimethyl-2H-benzopyran-6-yl)prop-2-en-1-one